S(=O)(=O)(OCF)OCCF (fluoromethyl) (2-fluoroethyl) sulfate